CN1C=[N+](C=C1)CCC[Si](OCC)(OCC)OCC 1-methyl-3-[(triethoxysilyl)propyl]imidazolium